C(C1=CC=CC=C1)O[C@H]1CN(C[C@H](C1OCC1=CC=CC=C1)OCC1=CC=CC=C1)CC1CCC(CC1)C(C)(F)F (3S,4R,5R)-3,4,5-tris(benzyloxy)-1-(((1s,4S)-4-(1,1-difluoroethyl)cyclohexyl)methyl)piperidine